The molecule is an angular ortho-fused polycyclic arene consisting of four fused benzene rings. It is an ortho-fused polycyclic arene and a member of tetraphenes. C1=CC=C2C(=C1)C=CC3=CC4=CC=CC=C4C=C32